BrC1=CC=C2C(N(C(C2=C1)=O)CC1=NC=C(C=C1)Cl)(O)C1=CC=C(C=C1)CC 6-bromo-2-((5-chloropyridin-2-yl)methyl)-3-(4-ethylphenyl)-3-hydroxyisoindolin-1-one